C(C)(C)(C)OC(=O)N1CCC(=CC1)C1=CC(=C(C=C1OC)NC(=O)C1=CC(=C(C=C1)C=1CCN(CC1)C(=O)OC(C)(C)C)F)C tert-butyl 4-{4-[(4-{1-[(tert-butoxy)carbonyl]-1,2,3,6-tetrahydropyridin-4-yl}-5-methoxy-2-methylphenyl)carbamoyl]-2-fluoro phenyl}-1,2,3,6-tetrahydropyridine-1-carboxylate